BrCCCOC=1C(=C2CN(CC2=CC1OC)C(=O)OC(C)(C)C)F tert-butyl 5-(3-bromopropoxy)-4-fluoro-6-methoxy-isoindoline-2-carboxylate